ClC=1N=CC2=C(N1)C1=C(O2)C=CC=C1 2-chlorobenzofurano[3,2-d]Pyrimidine